(5-methyl-2,3-dihydro-1H-inden-2-yl)methanone CC=1C=C2CC(CC2=CC1)C=O